[Na].OC(CCCNC(=O)C1C2C=CC(C1)C2)(P(=O)(O)O)P(=O)(O)O N-(4-hydroxy-4,4-diphosphonobutyl)-5-norbornene-2-carboxylic acid amide sodium salt